N(C(CCCCCCCCCCCCCCCCCCCCCC(=O)[O-])C(=O)[O-])C(=O)[O-] azatricosane-1,2,23-tricarboxylate